C(C)(C)(C)OC(NC1=CC=C(C=C1)NC(C)(C)C#N)=O {4-[(1-cyano-1-methylethyl)amino]phenyl}carbamic acid tert-butyl ester